BrC1=C(NC)C=C(C=C1)[N+](=O)[O-] 2-Bromo-5-nitro-N-methylaniline